6-(3-(Carboxymethyl)-2,5-dihydroxybenzamido)pyridin C(=O)(O)CC=1C(=C(C(=O)NC2=CC=CC=N2)C=C(C1)O)O